NC(=O)NC(OCC(CC1=CC=CC=C1)NC(C)C)=O 2-(isopropylamino)-3-phenylpropyl (aminocarbonyl)carbamate